(S)-N-(1-(9-ethynyl-1-oxo-2-phenyl-2,4,5,6-tetrahydro-1H-benzo[de]isoquinolin-3-yl)ethyl)-2-((N-methylsulfamoyl)amino)pyrazolo[1,5-a]pyrimidine-3-carboxamide C(#C)C1=CC=C2C=3C(=C(N(C(C13)=O)C1=CC=CC=C1)[C@H](C)NC(=O)C=1C(=NN3C1N=CC=C3)NS(NC)(=O)=O)CCC2